2-(1-(4-Amino-3-(2-(hydroxymethyl)phenyl)-1H-pyrazolo[3,4-d]pyrimidin-1-yl)ethyl)-3-(3-Fluorophenyl)-4H-chromen-4-one NC1=C2C(=NC=N1)N(N=C2C2=C(C=CC=C2)CO)C(C)C=2OC1=CC=CC=C1C(C2C2=CC(=CC=C2)F)=O